4-amino-N-(3-(3-aminoprop-1-yn-1-yl)-4-(3-methyl-1,2,4-oxadiazol-5-yl)phenyl)butanamide NCCCC(=O)NC1=CC(=C(C=C1)C1=NC(=NO1)C)C#CCN